2,2-difluoro-2-(2-methoxyphenyl)ethan-1-amine hydrochloride Cl.FC(CN)(C1=C(C=CC=C1)OC)F